(R)-1-methyl-5-(3-methylmorpholinyl)-1H-pyrazolo[4,3-b]pyridine-7-carboxylate CN1N=CC2=NC(=CC(=C21)C(=O)[O-])N2[C@@H](COCC2)C